3-carbamoyl-1-methylpyridin-1-ium C(N)(=O)C=1C=[N+](C=CC1)C